N-[3-[2-(8-chloro-4-oxo-chromen-2-yl)-5-(trifluoromethyl)phenoxy]propyl]ethanesulfonamide ClC=1C=CC=C2C(C=C(OC12)C1=C(OCCCNS(=O)(=O)CC)C=C(C=C1)C(F)(F)F)=O